3-((2-chlorobenzyl)oxy)-5-(3-(piperidin-4-yl)-1H-pyrazol-1-yl)pyridine ClC1=C(COC=2C=NC=C(C2)N2N=C(C=C2)C2CCNCC2)C=CC=C1